COC(=O)C1=C(N(C(=C(C1=O)C=1C=NC=CC1)C)CC)C1=CC(=C(C=C1)Cl)Cl 2-(3,4-dichlorophenyl)-1-ethyl-6-methyl-4-oxo-5-(3-pyridinyl)pyridine-3-carboxylic acid methyl ester